O=C1N(CCC(N1)=O)C1=CC=C(C=C1)N1CCN(CC1)C1CCN(CC1)C1CCNCC1 4-(4-(4-(2,4-dioxotetrahydropyrimidin-1(2H)-yl)phenyl)piperazin-1-yl)-[1,4'-bipiperidine]